NCCNC1=C2CN(CC2=CC=C1)C1C(NC(CC1)=O)=O 4-[(2-aminoethyl)amino]-2-(2,6-dioxo-3-piperidinyl)-1H-isoindole